1,1-dimethoxyethane strontium-titanium [Ti].[Sr].COC(C)OC